NC1=NC=NN2C1=C(C=C2C=2C=C(C(=O)N[C@@H]1CN(C[C@@H]1F)C(C(C)(C)C)=O)C=CC2)CN2CC(C2)(F)F 3-{4-amino-5-[(3,3-difluoroazetidin-1-yl)methyl]pyrrolo[2,1-f][1,2,4]triazin-7-yl}-N-[(3R,4S)-1-(2,2-dimethylpropanoyl)-4-fluoropyrrolidin-3-yl]benzamide